C(C)(=O)[O-].C(C)(=O)[O-].[Al+2] aluminum diacetate